CC1(C)C[C@@H](CC(C)=C1\C=C\C(\C)=C\C=C\C(\C)=C\C=C/C=C(\C)/C=C/C=C(\C)/C=C/C1=C(C)C[C@H](CC1(C)C)O)O (3R,3'R,15-cis)-beta,beta-Carotene-3,3'-diol